3-[(4,4-difluorocyclohexyl)methyl]-4-[(1-methyl-1H-imidazol-2-yl)methyl]-4,5-dihydro-1,2,4-oxadiazol-5-one FC1(CCC(CC1)CC1=NOC(N1CC=1N(C=CN1)C)=O)F